C(C)C1=C(C=C(C=C1)N(C1=CC=C(OC=2N=C(C3=C(N2)C=NC=C3)O)C=C1)C)OC 2-(4-((4-ethyl-3-methoxyphenyl)(methyl)amino)phenoxy)pyrido[3,4-d]pyrimidin-4-ol